6-tert-butyl-2-(5-chloro-2H-benzotriazol-2-yl)-4-methylphenol C(C)(C)(C)C1=CC(=CC(=C1O)N1N=C2C(=N1)C=CC(=C2)Cl)C